N-(6-(2-(methoxymethyl)morpholino)-2,2-dimethyl-2,3-dihydrobenzofuran-5-yl)pyrazolo[1,5-a]pyrimidine-3-carboxamide COCC1OCCN(C1)C1=CC2=C(CC(O2)(C)C)C=C1NC(=O)C=1C=NN2C1N=CC=C2